1-(2-hydroxyethyl)piperazine dodecyl-sulfate methyl-5-(((tert-butoxycarbonyl)(2-hydroxyethyl)amino)methyl)-6-methylpicolinate COC(C1=NC(=C(C=C1)CN(CCO)C(=O)OC(C)(C)C)C)=O.C(CCCCCCCCCCC)OS(=O)(=O)O.OCCN1CCNCC1